O=C(C(=O)NC=1C2=C(C=NC1)C=NN2)N2[C@H](CC[C@@H](C2)C)C=2C=CC1=C(N=C(S1)[C@@H]1CC(N(CC1)C)(C)C)C2 |&1:29| 2-oxo-N-(1H-pyrazolo[4,3-c]pyridin-7-yl)-2-[(2R,5S)-5-methyl-2-[2-[rac-(4S)-1,2,2-trimethyl-4-piperidyl]-1,3-benzothiazol-5-yl]-1-piperidyl]acetamide